3-(5-{1,4-Dioxaspiro[4.5]decan-8-yl}-3-methyl-2-oxo-1,3-benzodiazol-1-yl)piperidine-2,6-dione O1CCOC12CCC(CC2)C2=CC1=C(N(C(N1C)=O)C1C(NC(CC1)=O)=O)C=C2